5-bromo-2-chloro-N'-hydroxypyridine-4-carboximidamide BrC=1C(=CC(=NC1)Cl)C(N)=NO